Methyl (2S,3R)-2-((tert-butoxycarbonyl)oxy)-3-(((S)-tert-butylsulfinyl)amino)-3-phenylprop-anoate C(C)(C)(C)OC(=O)O[C@H](C(=O)OC)[C@@H](C1=CC=CC=C1)N[S@@](=O)C(C)(C)C